4-(Boc-amino)piperidine-4-carboxylic acid C(=O)(OC(C)(C)C)NC1(CCNCC1)C(=O)O